FC(OC1=C(C=CC=C1F)NN1C(=CC=2C(NCCC21)=O)C2=C(C=NC=C2)OC[C@H]2N(CCC2)C(C=C)=O)F {[2-(difluoromethoxy)-3-fluorophenyl]amino}-2-(3-{[(2S)-1-(prop-2-enoyl)pyrrolidin-2-yl]methoxy}pyridin-4-yl)-1H,5H,6H,7H-pyrrolo[3,2-c]pyridin-4-one